4,4'-[1,4-phenylenebis(1-methyl-ethylene)]dianiline C1(=CC=C(C=C1)C(CC1=CC=C(N)C=C1)C)C(CC1=CC=C(N)C=C1)C